N-(2-hydroxyethyl)EthyleneDiaminetetraacetic acid CC(=O)O.CC(=O)O.CC(=O)O.CC(=O)O.C(CNCCO)N